METHYL ISOTHIOCYANATE CN=C=S